5-benzyl-3-(phenoxymethyl)-N-((R)-2-phenyl-1-((3aS,4S,6S,7aR)-3a,5,5-trimethylhexahydro-4,6-methanobenzo[d][1,3,2]dioxaborol-2-yl)ethyl)-4,5-dihydroisoxazol-5-carboxamide C(C1=CC=CC=C1)C1(CC(=NO1)COC1=CC=CC=C1)C(=O)N[C@@H](CC1=CC=CC=C1)B1O[C@@]2([C@H](O1)C[C@H]1C([C@@H]2C1)(C)C)C